C(#N)C(C(=O)OCCCOC)=C methoxypropyl α-cyanoacrylate